Cl.NC=1C2=C(N=CN1)N(C=C2)[C@@H]2O[C@@H]([C@H]([C@H]2O)O)[C@H]2OCC1=CC(=CC=C21)Cl (2R,3R,4S,5S)-2-(4-aminopyrrolo[2,3-d]pyrimidin-7-yl)-5-[(1S)-5-chloro-1,3-dihydroisobenzofuran-1-yl]tetrahydrofuran-3,4-diol hydrochloride